2-(2-(propargyloxy)phenyl)imidazo[1,2-a]Pyridine C(C#C)OC1=C(C=CC=C1)C=1N=C2N(C=CC=C2)C1